N-(2-amino-3-((2,3-dihydroimidazo[1,2-c]quinazolin-9-yl)oxy)phenyl)propane-1-sulfonamide NC1=C(C=CC=C1OC1=CC=2C=3N(C=NC2C=C1)CCN3)NS(=O)(=O)CCC